NC1=C(C=2C(=NC=C(N2)N2CCC(CC2)C(NC)=O)N1C1=C(C(=CC=C1C)OC)C)C(=O)N 6-amino-5-(3-methoxy-2,6-dimethyl-phenyl)-2-[4-(methylcarbamoyl)-1-piperidinyl]pyrrolo[2,3-b]pyrazine-7-carboxamide